Terbium-Copper [Cu].[Tb]